(S)-(6-(dimethylamino)pyrazolo[1,5-a]pyridin-3-yl)(4-(5-fluorobenzo[d]oxazol-2-yl)-6,7-dihydro-1H-imidazo[4,5-c]pyridin-5(4H)-yl)methanone CN(C=1C=CC=2N(C1)N=CC2C(=O)N2[C@@H](C1=C(CC2)NC=N1)C=1OC2=C(N1)C=C(C=C2)F)C